bis-(2,3-dicarboxyphenyl)-methane C(=O)(O)C1=C(C=CC=C1C(=O)O)CC1=C(C(=CC=C1)C(=O)O)C(=O)O